N-(4-Amino-2,2-dimethylbutanoyl)-L-histidin NCCC(C(=O)N[C@@H](CC1=CNC=N1)C(=O)O)(C)C